2-[2-[6-(2-cyanophenoxy) pyrimidin-4-yloxy] phenyl]-3-methoxypropenoate C(#N)C1=C(OC2=CC(=NC=N2)OC2=C(C=CC=C2)C(C(=O)[O-])=COC)C=CC=C1